cesium oleic acid C(CCCCCCC\C=C/CCCCCCCC)(=O)O.[Cs]